3,5-dipropyl-1,1,1,3,5,7,7,7-octamethyltetrasiloxane C(CC)[Si](O[Si](C)(C)C)(O[Si](O[Si](C)(C)C)(C)CCC)C